OC1(C(N(C(C2=CC=C(C=C12)NC1=NC=C(C(=N1)N[C@H](CO)C1=CC=CC=C1)C1=NC(=NO1)C12CCN(CC1)CC2)=O)C)C)C 4-hydroxy-6-((4-(((S)-2-hydroxy-1-phenylethyl)amino)-5-(3-(quinuclidin-4-yl)-1,2,4-oxadiazol-5-yl)pyrimidin-2-yl)amino)-2,3,4-trimethyl-3,4-dihydroisoquinolin-1(2H)-one